FC1=C(CN2N=CC3=C(N(C=4C=C(C=CC34)OC)C)C2=O)C=CC=C1 3-(2-fluorobenzyl)-7-methoxy-5-methyl-3,5-dihydro-4H-pyridazino[4,5-b]indol-4-one